dibenzo-furanone C1(CC=CC=2OC3=C(C21)C=CC=C3)=O